((3S,5R)-3-methyl-5-(((2-(trifluoromethyl)pyridin-3-yl)oxy)methyl)piperidin-1-yl)methanone C[C@@H]1CN(C[C@@H](C1)COC=1C(=NC=CC1)C(F)(F)F)C=O